N-(1-Naphthyl)-2-(phenylthio)ethanethioamide C1(=CC=CC2=CC=CC=C12)NC(CSC1=CC=CC=C1)=S